2-Methoxy-4-methyl-6-morpholin-4-yl-N-[(2-phenyl-phenyl)-methyl]-pyridine-3-carboxylic acid amide COC1=NC(=CC(=C1C(=O)NCC1=C(C=CC=C1)C1=CC=CC=C1)C)N1CCOCC1